1-(2-dimethylamino-2-thiophen-3-yl-ethyl)-3-(S)-1,2,3,4-tetrahydro-naphthalen-2-yl-urea CN(C(CNC(=O)NC1CC2=CC=CC=C2CC1)C1=CSC=C1)C